Cl.FC=1C=C2C(=CC=NC2=CC1)C1CCN(CC1)CC1(CC1)N 1-((4-(6-fluoroquinolin-4-yl)piperidin-1-yl)methyl)cyclopropylamine hydrochloride